[Al].N(=O)N(O)C1=CC=CC=C1 N-nitrosophenylhydroxylamine aluminium salt